1-(3-(4-Methoxyphenyl)-1,2,4-oxadiazol-5-yl)-N-((1-(((S)-1-methylpyrrolidin-2-yl)methyl)pyrrolidin-3-yl)methyl)piperidine-4-carboxamide COC1=CC=C(C=C1)C1=NOC(=N1)N1CCC(CC1)C(=O)NCC1CN(CC1)C[C@H]1N(CCC1)C